COC1=CC=C(CN(S(=O)(=O)C2=C(C=CC(=C2C2=NN=NN2CC2=CC=C(C=C2)OC)C2=CC=CC=3N2C=CN3)SC3CN(C3)C(=O)OC(C)(C)C)CC3=CC=C(C=C3)OC)C=C1 tert-Butyl 3-((2-(N,N-bis(4-methoxybenzyl)sulfamoyl)-4-(imidazo[1,2-a]pyridin-5-yl)-3-(1-(4-methoxybenzyl)-1H-tetrazol-5-yl)phenyl)thio)azetidine-1-carboxylate